FC(CNCC(CC1=C(C(NC=N1)=O)O)C1=CC=C(C=C1)C#CC1=CC=C(C=C1)CN1CCOCC1)F 6-(3-((2,2-difluoroethyl)amino)-2-(4-((4-(morpholinomethyl)phenyl)ethynyl)phenyl)propyl)-5-hydroxypyrimidin-4(3H)-one